S1C=NC=2N=CNC(C21)=O 6H,7H-[1,3]thiazolo[4,5-d]pyrimidin-7-one